C(C)OC(=O)C1SCC(N1C1=CC=C(C=C1)Cl)C1=CC=C(C=C1)OC 4-(4-methoxyphenyl)-3-(4-chlorophenyl)thiazolidine-2-carboxylic acid ethyl ester